COC(C1=C(N=C(C=C1C)N1CC(N(CC1)C(=O)C1=CC=C2C(=N1)C(CN2C2=CC(=C(C=C2)C(F)(F)F)F)(C)C)(C)C)C)=O 6-(4-(1-(3-fluoro-4-(trifluoromethyl)phenyl)-3,3-dimethyl-2,3-dihydro-1H-pyrrolo[3,2-b]pyridine-5-carbonyl)-3,3-dimethylpiperazin-1-yl)-2,4-dimethylnicotinic acid methyl ester